4-(6-((1-(5-fluoropyridin-2-yl)-4-methyl-1H-1,2,3-triazol-5-yl)methoxy)pyridazin-3-yl)piperazin-2-one FC=1C=CC(=NC1)N1N=NC(=C1COC1=CC=C(N=N1)N1CC(NCC1)=O)C